dibenzylpropylammonium C(C1=CC=CC=C1)[NH+](CCC)CC1=CC=CC=C1